N1=C(C=CC=C1)[C@@H](C)O (1R)-1-(2-pyridinyl)ethanol